4-iodospiro[1,3-benzodioxol-2,1'-cyclopentane] IC1=CC=CC=2OC3(CCCC3)OC21